C(C)C1N(CCCC1C1=CC=2C(=NC=CC2NC=2C=CC3=C(N=CS3)C2)S1)C N-(2-(2-ethyl-1-methylpiperidin-3-yl)thieno[2,3-b]pyridin-4-yl)benzo[d]thiazol-5-amine